FC(C(=O)O)(F)F.NC=1C(=NC(=CN1)C1=C(C=CC(=C1)[C@@](C(F)(F)F)(CO)O)C([2H])([2H])[2H])C(=O)N[C@@H]1[C@H](CCCC1)O 3-Amino-N-((1S,2S)-2-hydroxycyclohexyl)-6-(2-(methyl-d3)-5-((S)-1,1,1-trifluoro-2,3-dihydroxypropan-2-yl)phenyl)pyrazine-2-carboxamide, trifluoroacetate salt